8-[1-(cyclopentylsulfonyl)-1H-indol-4-yl]-7,9-difluoro-1,4,4-trimethyl-5H-[1,2,4]triazolo[4,3-a]quinoxaline C1(CCCC1)S(=O)(=O)N1C=CC2=C(C=CC=C12)C1=C(C=C2NC(C=3N(C2=C1F)C(=NN3)C)(C)C)F